BrC1=C(C(=C(C=C1OC)N(C(C)=O)C)[N+](=O)[O-])NC N-(4-bromo-5-methoxy-3-(methylamino)-2-nitrophenyl)-N-methylacetamide